(R)-(1,4-dimethyl-1H-pyrazol-3-yl)(1-methylcyclopentyl)methylamine CN1N=C(C(=C1)C)NCC1(CCCC1)C